CC=1C(=C2C=NNC2=CC1C)N1CC=2N=C(N=C(C2CC1)N1C[C@@](CCC1)(O)C)OCC12CCCN2CCC1 (R)-1-(7-(5,6-dimethyl-1H-indazol-4-yl)-2-((hexahydro-1H-pyrrolizin-7a-yl)methoxy)-5,6,7,8-tetrahydropyrido[3,4-d]pyrimidin-4-yl)-3-methylpiperidin-3-ol